ClC=1C=NN2CC=3C=NN(C3C3=CN=C(C(O[C@@H](C4=CC(=CC=C4C12)F)C)=C3)N)CC (19R)-11-chloro-3-ethyl-16-fluoro-19-methyl-20-oxa-3,4,8,9,23-pentaazapentacyclo[19.3.1.02,6.08,12.013,18]pentacosa-1(24),2(6),4,9,11,13,15,17,21(25),22-decaen-22-amine